7-fluoro-3-(3-oxo-3-(4-(tetrahydrofuran-2-carbonyl)piperazin-1-yl)propyl)isoquinolin-1(2H)-one FC1=CC=C2C=C(NC(C2=C1)=O)CCC(N1CCN(CC1)C(=O)C1OCCC1)=O